C(C)(C)(C)OC(=O)N1CC(C1)(O)C=1C=NC(=CC1)Cl 3-(6-Chloropyridin-3-yl)-3-hydroxyazetidine-1-carboxylic acid tert-butyl ester